1,1,2,3,3-pentafluoro-3-iodoprop-1-ene FC(=C(C(I)(F)F)F)F